tert-Butyl-(5RS,8RS)-2-{[3-fluoro-2-(trifluoromethyl)pyridin-4-yl]methyl}-8-methyl-3-oxo-2,3,5,6,7,8-hexahydro[1,2,4]triazolo[4,3-a]pyridine-5-carboxylate C(C)(C)(C)OC(=O)[C@H]1CC[C@H](C=2N1C(N(N2)CC2=C(C(=NC=C2)C(F)(F)F)F)=O)C |r|